Rel-5-{3-[(3S,4R)-4-[6-amino-8-oxo-7-(4-phenoxyphenyl)purin-9-yl]-3-fluoro-[1,4'-bipiperidin]-1'-yl]azetidin-1-yl}-N-(2,6-dioxopiperidin-3-yl)pyridine-2-carboxamide NC1=C2N(C(N(C2=NC=N1)[C@H]1[C@H](CN(CC1)C1CCN(CC1)C1CN(C1)C=1C=CC(=NC1)C(=O)N[C@H]1C(NC(CC1)=O)=O)F)=O)C1=CC=C(C=C1)OC1=CC=CC=C1 |o1:35|